OC1(CC=CC=C1)N1C(C=CC1=O)=O N-(1-hydroxyphenyl)maleimide